2-chloro-4-ethyl-6-(4-(2-hydroxyethoxy)piperidin-1-yl)pyridine-3,5-dicarbonitrile ClC1=NC(=C(C(=C1C#N)CC)C#N)N1CCC(CC1)OCCO